1-naphthyl phosphate monosodium salt monohydrate O.[Na+].P(=O)(OC1=CC=CC2=CC=CC=C12)([O-])O